4-(2-(2-(2-methoxyethoxy)ethoxy)phenyl)-[1,2,5]Thiadiazolo[3,4-g]Quinoxaline COCCOCCOC1=C(C=CC=C1)C=1C=2C(C=C3N=CC=NC13)=NSN2